C1(=CC=CC2=CC=CC=C12)C=1C2=C(C(C(C(C2(C(C2(C(C(C(C(C12)([2H])[2H])([2H])[2H])([2H])[2H])([2H])[2H])[2H])([2H])[2H])[2H])([2H])[2H])([2H])[2H])[2H])C1=C(C=CC=C1)C1=CC=CC2=CC=CC=C12 naphthyl(naphthylphenyl)anthracene-d17